ClC=1C=C(C(=O)N2CC=3C(=NN4C3C(N(C[C@H]4C)[C@H](C)C4=NC=CC=N4)=O)C[C@H]2C)C=CC1Cl (3R,7R)-2-(3,4-dichlorobenzoyl)-3,7-dimethyl-9-((R)-1-(pyrimidin-2-yl)ethyl)-1,2,3,4,8,9-hexahydropyrido[4',3':3,4]Pyrazolo[1,5-a]Pyrazin-10(7H)-one